[Si](C)(C)(C(C)(C)C)O[C@@H](C(=O)C=1N(C=CC1)C)C(CCO)(C)C (R)-2-((tert-butyldimethylsilyl)oxy)-5-hydroxy-3,3-dimethyl-1-(1-methyl-1H-pyrrol-2-yl)pentan-1-one